CC1(O[C@H](C[C@H](O1)CCN1C(=C(C(=C1C1=CC=C(C=C1)F)C1=CC=CC=C1)C(=O)NC1=CC=CC=C1)C(C)C)CC=1SC=CC1)C 1-(2-((4R,6R)-2,2-dimethyl-6-(thiophen-2-ylmethyl)-1,3-dioxan-4-yl)ethyl)-5-(4-fluorophenyl)-2-isopropyl-N,4-diphenyl-1H-pyrrole-3-carboxamide